ClC1=NC=C(C(=N1)NC=1C=C2C=C(C(N(C2=NC1)C(C)C)=O)OCC(=O)NC)Cl 2-[[6-[(2,5-dichloropyrimidin-4-yl)amino]-1-isopropyl-2-oxo-1,8-naphthyridin-3-yl]oxy]-N-methyl-acetamide